BrC1=CN=C(N1C1=CC=CC=C1)C(C)C 5-bromo-2-isopropyl-1-phenyl-1H-imidazole